Pyridylindazole N1=C(C=CC=C1)C1=NNC2=CC=CC=C12